C1(CC1)C=1N=C(C=C2C(=C(C(N(C12)C)=O)C(=O)OC)O)C methyl 8-cyclopropyl-4-hydroxy-1,6-dimethyl-2-oxo-1,2-dihydro-1,7-naphthyridine-3-carboxylate